FC=1C=C(C=CC1)NC(CC1=CN=C(S1)NC1=NC=NC2=CC(=C(C=C12)OC)OCCCN1CCC(CC1)CO)=O N-(3-fluorophenyl)-2-(2-(7-(3-(4-(hydroxymethyl)piperidin-1-yl)propoxy)-6-methoxyquinazolin-4-ylamino)thiazol-5-yl)acetamide